2-methylimidazole-D6 [2H]C1=C(N(C(=N1)C([2H])([2H])[2H])[2H])[2H]